tert-butyl (tert-butoxycarbonyl)(4-((tert-butoxycarbonyl)(3-methoxyphenyl)amino)-6-((methylamino)methyl)pyrimidin-2-yl)carbamate C(C)(C)(C)OC(=O)N(C(OC(C)(C)C)=O)C1=NC(=CC(=N1)N(C1=CC(=CC=C1)OC)C(=O)OC(C)(C)C)CNC